OCC1=CC(=C(OC2OC(CCC2)C(=O)OC)C=C1)[N+](=O)[O-] 2-(4-(hydroxymethyl)-2-nitrophenoxy)-6-(methoxycarbonyl)tetrahydro-2H-Pyran